OC[C@H](CCC)N1C(C=2C=NC(=CC2C1)OCC=1C(=NOC1C)C=1C=NC(=CC1)C)=O (S)-2-(1-Hydroxypentan-2-yl)-6-((5-methyl-3-(6-methylpyridin-3-yl)isoxazol-4-yl)methoxy)-1H-pyrrolo[3,4-c]pyridin-3(2H)-on